2-(2-naphthyl)-2-hydroxyiminoethyl-diphenylphosphine C1=C(C=CC2=CC=CC=C12)C(CP(C1=CC=CC=C1)C1=CC=CC=C1)=NO